2-(3,5-Difluoro-4-methoxy-benzylsulfanyl)-6-oxo-4-thiophen-2-yl-1,6-dihydro-pyrimidine-5-carbonitrile FC=1C=C(CSC=2NC(C(=C(N2)C=2SC=CC2)C#N)=O)C=C(C1OC)F